3-deoxy-3-[18F]-fluororhamnose [18F][C@@H]([C@H](C=O)O)[C@@H](O)[C@@H](O)C